1-azido-18,18-dimethyl-20-phenylsulfonyl-15-oxo-3,6,9,12-tetraoxa-16-azaicosan-19-yl (3,3-diethoxypropyl)carbamate C(C)OC(CCNC(OC(C(CNC(CCOCCOCCOCCOCCN=[N+]=[N-])=O)(C)C)CS(=O)(=O)C1=CC=CC=C1)=O)OCC